zinc-barium oxysulfide O=S.[Ba].[Zn]